BrCC(=O)OCC(COC(CBr)=O)(CBr)CBr 2,2-bis(bromomethyl)propane-1,3-diyl bis(bromoacetate)